CN(C\C=C/1\C(N(CC1)C=1C=CC=2N=CN=C(C2N1)NC1=C(C=C(C(=C1)C)OC1=CC2=C(N(C=N2)C)C=C1)F)=O)C (3E)-3-[2-(dimethylamino)ethylidene]-1-[4-({2-fluoro-5-methyl-4-[(1-methyl-1,3-benzodiazol-5-yl)oxy]phenyl}amino)pyrido[3,2-d]pyrimidin-6-yl]pyrrolidin-2-one